isopropoxide Zirconium [Zr+4].CC([O-])C.CC([O-])C.CC([O-])C.CC([O-])C